N-((6-(2-oxa-5,8-diazaspiro[3.5]nonan-8-yl)pyridin-2-yl)methyl)-5-(3-fluoropyridin-4-yl)-7H-pyrrolo[2,3-d]pyrimidin-4-amine C1OCC12NCCN(C2)C2=CC=CC(=N2)CNC=2C1=C(N=CN2)NC=C1C1=C(C=NC=C1)F